(S)-4-methyl-1,3-dioxolane-2-one C[C@@H]1OC(OC1)=O